C1=CC=CC=2C3=CC=CC=C3C(C12)COC(=O)[C@](N)(CCC(NCCOCCOC)=O)C(=O)O 2-(((9H-fluoren-9-yl)methoxy)carbonyl)-N5-(2-(2-methoxyethoxy)ethyl)-L-glutamine